1,3-bis(tris(hydroxyl-methyl)methylamino)propane OCC(NCCCNC(CO)(CO)CO)(CO)CO